ClC=1C=C(C=C(C1)C(C)C)CC(=O)NS(N(C[C@H]1N(CCC1)C)C=1C=NN(C1)C)(=O)=O 2-[3-Chloro-5-(propan-2-yl)phenyl]-N-[(1-methyl-1H-pyrazol-4-yl)({[(2S)-1-methylpyrrolidin-2-yl]methyl})sulfamoyl]acetamide